COC(CCC=1C=C2C=C(C=NC2=CC1)C=1C=NN(C1)C)=O 3-(3-(1-methyl-1H-pyrazol-4-yl)quinolin-6-yl)propionic acid methyl ester